tert-butyl 4-(5-amino-3-fluoro-2-pyridyl)piperidine-1-carboxylate NC=1C=C(C(=NC1)C1CCN(CC1)C(=O)OC(C)(C)C)F